(S)-3-((4-(5-isobutyl-2-(2H-tetrazol-5-yl)-3-(trifluoromethoxy)phenyl)-2-methylpiperazin-1-yl)methyl)pyridazine C(C(C)C)C=1C=C(C(=C(C1)N1C[C@@H](N(CC1)CC=1N=NC=CC1)C)C=1N=NNN1)OC(F)(F)F